NC=1N(N=C2CN(CCC21)S(=O)(=O)NC)C(=O)C2CCNC1=CC=CC=C21 3-amino-N-methyl-2-(1,2,3,4-tetrahydroquinoline-4-carbonyl)-4,5-dihydro-2H-pyrazolo[3,4-c]pyridine-6(7H)-sulfonamide